3-(N,N-bis(4-methoxybenzyl)sulfamoyl)-1-(1-hydroxy-2-methylpropan-2-yl)-1H-pyrazole-5-carboxylic acid potassium salt [K+].COC1=CC=C(CN(S(=O)(=O)C2=NN(C(=C2)C(=O)[O-])C(CO)(C)C)CC2=CC=C(C=C2)OC)C=C1